tert-butyl 2-((5-(1-(4-(trifluoromethoxy)phenyl)cyclopropyl)-1,2,4-oxadiazol-3-yl)methyl)acrylate FC(OC1=CC=C(C=C1)C1(CC1)C1=NC(=NO1)CC(C(=O)OC(C)(C)C)=C)(F)F